ClC=1C=C(C=CC1)NC(NC1=C(C(=O)NCCC)C=CC=C1)=O 2-[3-(3-chlorophenyl)ureido]-N-propylbenzamide